(1-Benzylpiperidin-4-yl)-7-(4-isobutoxybenzyl)-5,7-diazaspiro[2.5]octan-6-one C(C1=CC=CC=C1)N1CCC(CC1)C1CC12CNC(N(C2)CC2=CC=C(C=C2)OCC(C)C)=O